FC=1C=C(C(=NC1)N1CCNCC1)C=1SC=NN1 2-(5-fluoro-2-piperazin-1-yl-3-pyridyl)-1,3,4-thiadiazole